7-((2S,5R)-2-ethyl-5-methylpiperazin-1-yl)-4-methyl-2-(tetrahydro-2H-pyran-2-yl)-2,4-dihydro-5H-pyrazolo[4,3-b]pyridin-5-one C(C)[C@@H]1N(C[C@H](NC1)C)C=1C=2C(N(C(C1)=O)C)=CN(N2)C2OCCCC2